FC1=CC(=C(OC=2C=NC=NC2)C=C1)C(N([C@@H]1COCC1)C(C)C)=O (S)-5-(4-fluoro-2-(isopropyl-(tetrahydrofuran-3-yl)carbamoyl)phenoxy)pyrimidine